CC1=C(C(=CC=C1)C)NC(=O)C1NC(C=2N(C1)C=C(C(C2O)=O)C(=O)O)=O 3-((2,6-dimethylphenyl)aminocarbonyl)-9-hydroxy-1,8-dioxo-1,3,4,8-tetrahydro-2H-pyrido[1,2-a]pyrazine-7-carboxylic acid